P(=O)(OC[N+]1=C(C(=CC=C1)C1=CC(=NO1)CC=1C=NC(=CC1)OCC=C(C)C)N)(O)[O-] (2-amino-3-(3-((6-((3-methylbut-2-en-1-yl)oxy)pyridin-3-yl)methyl)isoxazol-5-yl)pyridin-1-ium-1-yl)methyl hydrogen phosphate